2-(2-{[4-methyl-5-(trifluoromethyl)-4H-1,2,4-triazol-3-yl]sulfanyl}acetamido)-4H,5H,6H-cyclopenta[b]thiophene-3-carboxamide CN1C(=NN=C1C(F)(F)F)SCC(=O)NC1=C(C2=C(S1)CCC2)C(=O)N